sodium benzoate boron [B+3].C(C1=CC=CC=C1)(=O)[O-].[Na+].C(C1=CC=CC=C1)(=O)[O-].C(C1=CC=CC=C1)(=O)[O-].C(C1=CC=CC=C1)(=O)[O-]